N=1C=CN2N=C(C=CC21)C=2C=CN1N=C(N=CC12)NC1CCC(CC1)(O)C (1s,4s)-4-((5-(imidazo[1,2-b]pyridazin-6-yl)pyrrolo[2,1-f][1,2,4]triazin-2-yl)amino)-1-methylcyclohexane-1-ol